tert-butyl 4-[3-[4-[[4-(4-methylpiperazin-1-yl)-2-(1H-pyrrolo[2,3-b]pyridin-5-yloxy)benzoyl]sulfamoyl]-2-(trifluoromethylsulfonyl)anilino]propyl]piperazine-1-carboxylate CN1CCN(CC1)C1=CC(=C(C(=O)NS(=O)(=O)C2=CC(=C(NCCCN3CCN(CC3)C(=O)OC(C)(C)C)C=C2)S(=O)(=O)C(F)(F)F)C=C1)OC=1C=C2C(=NC1)NC=C2